6-bromo-N-ethyl-1-methyl-4-nitro-1H-indazol-3-amine BrC1=CC(=C2C(=NN(C2=C1)C)NCC)[N+](=O)[O-]